C1(=C(C=C(C=C1)C)C)S(=O)(=O)C(=[N+]=[N-])S(=O)(=O)C1=C(C=C(C=C1)C)C bis(2,4-xylylsulfonyl)diazomethane